C(CCCNCCNCCNCCNCCCCC(=O)O)(=O)O 5,8,11,14-tetraazanonadecane-dioic acid